N1=NC(=CC=C1)CNC(=O)C1CC12CCN(CC2)C(=O)OC(C(F)(F)F)C(F)(F)F 1,1,1,3,3,3-hexafluoropropan-2-yl (+)-1-((pyridazin-3-ylmethyl)carbamoyl)-6-azaspiro[2.5]octane-6-carboxylate